3'-cyano-4'-fluoro-6-(3-(4-(hydroxymethyl)phenoxy)azetidin-1-yl)-[1,1'-biphenyl]-2-carboxylic acid C(#N)C=1C=C(C=CC1F)C=1C(=CC=CC1N1CC(C1)OC1=CC=C(C=C1)CO)C(=O)O